diethyl 2-[(1R)-1-[1-methyl-5-(trifluoromethyl)pyrazol-3-yl]-2-nitro-ethyl]propanedioate CN1N=C(C=C1C(F)(F)F)[C@@H](C[N+](=O)[O-])C(C(=O)OCC)C(=O)OCC